3-[(2-aminoethyl)amino]-4-(benzylamino)cyclobut-3-ene-1,2-dione NCCNC=1C(C(C1NCC1=CC=CC=C1)=O)=O